ClCCCCCCOC1=C(C=O)C=CC=C1 2-(6-chlorohexyloxy)benzaldehyde